C(C)(C)(C)P(C1=CC=CC=C1)C(C)(C)C di-t-butyl-(phenyl)phosphine